8-fluoro-6-((S)-2-((3aS,5S,6aR)-5-(2-fluorophenoxy)-3a-hydroxyhexahydrocyclopenta[c]pyrrol-2(1H)-yl)-1-hydroxyethyl)-3,4-dihydroquinolin-2(1h)-one FC=1C=C(C=C2CCC(NC12)=O)[C@@H](CN1C[C@@H]2[C@](C1)(C[C@H](C2)OC2=C(C=CC=C2)F)O)O